3-(5-((4-(4'-chloro-5,5-dimethyl-3,4,5,6-tetrahydro-[1,1'-biphenyl]-2-carbonyl)-3,5-dimethylpiperazin-1-yl)methyl)-1-oxoisoindolin-2-yl)piperidine-2,6-dione ClC1=CC=C(C=C1)C1=C(CCC(C1)(C)C)C(=O)N1C(CN(CC1C)CC=1C=C2CN(C(C2=CC1)=O)C1C(NC(CC1)=O)=O)C